Cl.S1C(=NC=C1)NC(C)=O N-(thiazol-2-yl)acetamide hydrochloride